[Ca+2].C12C(C(C(CC1)C2)C(=O)[O-])C(=O)[O-] bicyclo[2.2.1]heptane-2,3-dicarboxylic acid calcium salt